2-(1-(acetyl-L-leucinyl)-1H-pyrazol-4-yl)-N-(3-(3,6-difluoropyridin-2-yl)-1-((1r,4r)-4-ethoxycyclohexyl)-1H-pyrazol-4-yl)thiazole-4-carboxamide C(C)(=O)N[C@@H](CC(C)C)C(=O)N1N=CC(=C1)C=1SC=C(N1)C(=O)NC=1C(=NN(C1)C1CCC(CC1)OCC)C1=NC(=CC=C1F)F